C(C)(C)(C)S(=O)C=1C=C(C=CC1)NC(C)=O N-(3-(tert-butylsulfinyl)phenyl)acetamide